[Si](C1=CC=CC=C1)(C1=CC=CC=C1)(C(C)(C)C)O[C@@H]1C[C@H](C1)N1C2=NC(=NC=C2N(C1=O)C)Cl 9-(trans-3-((tert-butyldiphenylsilyl)oxy)cyclobutyl)-2-chloro-7-methyl-7,9-dihydro-8H-purin-8-one